OC1=C(C(=O)N2CC3=C(C=CC=C3CC2)N[C@@H]2CC(N(C2)C)=O)C(=CC(=C1)O)OCC1=NC=CC=C1 (R)-4-((2-(2,4-dihydroxy-6-(pyridin-2-ylmethoxy)benzoyl)-1,2,3,4-tetrahydroisoquinolin-8-yl)amino)-1-methylpyrrolidin-2-one